(E)-1-butoxy-2,5-dimethoxy-4-(2-nitroprop-1-en-1-yl)benzene C(CCC)OC1=C(C=C(C(=C1)OC)\C=C(/C)\[N+](=O)[O-])OC